ClC1=CC(=C(C=N1)C1=NC=C(C=C1)COC)N 6'-chloro-5-(methoxymethyl)-[2,3'-bipyridin]-4'-amine